1-(2-((4-chlorobenzyl)oxy)-2-(2,4-dichlorophenyl)ethyl)-3-(difluoromethyl)-1,3-dihydro-2H-imidazole-2-selenone ClC1=CC=C(COC(CN2C(N(C=C2)C(F)F)=[Se])C2=C(C=C(C=C2)Cl)Cl)C=C1